tert-butyl 4-[5-chloro-3-(2,3-dichlorophenyl)-1H-pyrazolo[3,4-b]pyrazine-6-yl]piperazine-1-carboxylate ClC=1N=C2C(=NC1N1CCN(CC1)C(=O)OC(C)(C)C)NN=C2C2=C(C(=CC=C2)Cl)Cl